(P)-1-(6-(3-chloro-4-(5-chloro-1,6-dimethyl-1H-indazol-7-yl)-7,7-dimethyl-7,8-dihydro-5H-pyrano[4,3-b]pyridin-2-yl)-2,6-diazaspiro[3.4]octan-2-yl)-2-propen-1-one ClC=1C(=C2C(=NC1N1CC3(CN(C3)C(C=C)=O)CC1)CC(OC2)(C)C)C=2C(=C(C=C1C=NN(C21)C)Cl)C